hydroxypropyl-iminodiacetic acid sodium salt [Na+].OCCCC(C(=O)[O-])NCC(=O)[O-].[Na+]